Pyridazine-HCl Cl.N1=NC=CC=C1